2-amino-5-[5-[(1R)-1-(3,5-dichloro-4-pyridyl)ethoxy]-1H-indazol-3-yl]pyridine-3-carbonitrile NC1=NC=C(C=C1C#N)C1=NNC2=CC=C(C=C12)O[C@H](C)C1=C(C=NC=C1Cl)Cl